menthol-lactic acid C1(CC(C(CC1)C(C)C)O)(C)CC(C(=O)O)O